2-methyl-1,1,3,3,3-pentafluoropropene CC(=C(F)F)C(F)(F)F